(E)-4-(4-fluoro-2-methylphenyl)-2,7-dimethylocta-2,6-dienal FC1=CC(=C(C=C1)C(/C=C(/C=O)\C)CC=C(C)C)C